FC1(CC2(C1)CC(N(CC2)CC2=C1C=CNC1=C(C=C2OC)C)C2=CC=C(C=C2)C(C)(C)O)F 2-(4-(2,2-difluoro-7-((5-methoxy-7-methyl-1H-indol-4-yl)methyl)-7-azaspiro[3.5]nonan-6-yl)phenyl)propan-2-ol